4-(((tert-Butoxycarbonyl)amino)methyl)bicyclo[2.2.2]octane-1-carboxylic acid C(C)(C)(C)OC(=O)NCC12CCC(CC1)(CC2)C(=O)O